calcium-magnesium silicate hydrate O.[Si]([O-])([O-])([O-])[O-].[Mg+2].[Ca+2]